2-(6-((R)-2-(aminomethyl)pyrrolidin-1-yl)-4-methylpyridin-2-yl)-4-(2-fluoro-6-methoxyphenyl)-2,3-dihydro-1H-pyrrolo[3,4-c]pyridin-1-one NC[C@@H]1N(CCC1)C1=CC(=CC(=N1)N1CC=2C(=NC=CC2C1=O)C1=C(C=CC=C1OC)F)C